N-(5-cyano-4-((thietan-2-ylmethyl)amino)pyridin-2-yl)-7-formyl-6-((4-methyl-2-oxopiperazin-1-yl)methyl)-3,4-dihydro-1,8-naphthyridine-1(2H)-carboxamide C(#N)C=1C(=CC(=NC1)NC(=O)N1CCCC2=CC(=C(N=C12)C=O)CN1C(CN(CC1)C)=O)NCC1SCC1